5-((2r,5s)-4-cyclobutyl-2,5-dimethylpiperazin-1-yl)-2-(4-isopropyl-5-(8-methoxy-[1,2,4]triazolo[1,5-a]pyridin-6-yl)-1H-pyrazol-3-yl)thiazole C1(CCC1)N1C[C@H](N(C[C@@H]1C)C1=CN=C(S1)C1=NNC(=C1C(C)C)C=1C=C(C=2N(C1)N=CN2)OC)C